n-undecyl eicosanoate n-tridecyl-eicosanoate C(CCCCCCCCCCCC)OC(CCCCCCCCCCCCCCCCCCC)=O.C(CCCCCCCCCCCCCCCCCCC)(=O)OCCCCCCCCCCC